2-amino-1,3-diamino-2-propanol NC(CN)(CN)O